(S)-N1-(1-(2-(2-adamantylamino)-2-oxoethyl)-2-oxo-1,2-dihydropyridin-3-yl)-N6-methyl-2-(4-methyl-2-phenylthiazole-5-carboxamido)-5-oxohexanediamide C12C(C3CC(CC(C1)C3)C2)NC(CN2C(C(=CC=C2)NC([C@H](CCC(C(=O)NC)=O)NC(=O)C2=C(N=C(S2)C2=CC=CC=C2)C)=O)=O)=O